FC1(C2(CN(C2)C(=O)C=2C=C3N=C(C=NC3=CC2)C2=CC=3C(N=C2)=NN(C3)C)CC1)F (5,5-difluoro-2-azaspiro[3.3]heptan-2-yl)(3-(2-methyl-2H-pyrazolo[3,4-b]pyridin-5-yl)-6-quinoxalinyl)methanone